C(CC)OCCC(=O)N(C)C 3-propoxy-N,N-dimethylpropionamide